CN(C(=O)C1(CCN(CC1)CC1=CC2=C(NC(OC2)=O)C=C1)CCC1=CC=CC=C1)C N,N-dimethyl-1-((2-oxo-2,4-dihydro-1H-benzo[d][1,3]oxazin-6-yl)methyl)-4-phenethylpiperidine-4-carboxamide